2-({3-Chloro-2-[(4-chloro-2-fluorophenyl)methoxy]-5,6,7,8-tetrahydro-1,7-naphthyridin-7-yl}methyl)-1-{[(2S)-oxetan-2-yl]methyl}-1H-imidazo[4,5-b]pyridine-6-carboxylic acid ClC=1C(=NC=2CN(CCC2C1)CC=1N(C=2C(=NC=C(C2)C(=O)O)N1)C[C@H]1OCC1)OCC1=C(C=C(C=C1)Cl)F